NC=1N=C(C2=C(N1)C=CN(C2=O)CC2=CC=C(C=C2)CN2CCCC2)NCCCC 2-amino-4-(butylamino)-6-(4-(pyrrolidin-1-ylmethyl)benzyl)pyrido[4,3-d]pyrimidin-5(6H)-one